6-chloro-N-(2-fluoro-3-methyl-4-((3-methyl-3H-imidazo[4,5-b]pyridin-6-yl)oxy)phenyl)pyrido[3,2-d]pyrimidin-4-amine ClC=1C=CC=2N=CN=C(C2N1)NC1=C(C(=C(C=C1)OC=1C=C2C(=NC1)N(C=N2)C)C)F